OC1=CC=C(C=C1)C1=CC=CC=2C3=CC=CC=C3C(C12)(C)C1=CC=C(C=C1)OC mono-(4-hydroxyphenyl)-9-(4-methoxyphenyl)-9-methylfluorene